FC(OC1=C(C=C(C=N1)C(=O)NCC1=C2N(N=C1)C=CN2CC(F)(F)F)F)F 6-(difluoromethoxy)-5-fluoro-N-{[1-(2,2,2-trifluoroethyl)-1H-imidazo[1,2-b]pyrazol-7-yl]methyl}pyridine-3-carboxamide